N-(2-chlorophenyl)furan-2-carboxamide ClC1=C(C=CC=C1)NC(=O)C=1OC=CC1